CN1C=CC=2C(=C[N+](=CC2C1=O)[O-])C1=CC=C(C=C1)C(F)(F)F 7-Methyl-8-oxo-4-(4-(trifluoromethyl)phenyl)-7,8-dihydro-2,7-naphthyridine 2-oxide